N(=NC(CCC(=O)O)(C)C#N)C(CCC(=O)O)(C)C#N 4,4'-azobis(4-Cyanopentanoic acid)